2-(7-((1R,2R)-2-aminocyclohexyl)-6,7-dihydro-5H-pyrrolo[2,3-c]pyridazin-3-yl)-3-methyl-5-(trifluoromethyl)phenol N[C@H]1[C@@H](CCCC1)N1CCC2=C1N=NC(=C2)C2=C(C=C(C=C2C)C(F)(F)F)O